COC(C1CCN(CC1)C([C@H](C)NC1=C2C(N(C(C2=CC=C1)=O)C1C(NC(CC1)=O)=O)=O)=O)OC 4-(((S)-1-(4-(dimethoxymethyl)piperidin-1-yl)-1-oxopropan-2-yl)amino)-2-(2,6-diOxopiperidin-3-yl)isoindoline-1,3-dione